NC1=NC=C(C2=C1C=NN2)NC(C(=O)N(C)[C@H](C)C2=C(C=CC=C2)F)=O (R)-N1-(4-amino-1H-pyrazolo[4,3-c]pyridin-7-yl)-N2-(1-(2-fluorophenyl)ethyl)-N2-methyloxalamide